C(C)(C)(C)OC(=O)N1[C@@H]2CN(C[C@@H]1CC2)C2=C(N(C1=CC(=CC=C21)C2=CC=CC=C2)C2=CC=CC=C2)C(=O)OC methyl 3-((1s,5s)-8-(tert-butoxycarbonyl)-3,8-diazabicyclo[3.2.1]oct-3-yl)-1,6-diphenyl-1H-indole-2-carboxylate